1,1'-hexamethylenebis(1-methylpyrrolidinium) bis(trifluoromethanesulfonyl)imide [N-](S(=O)(=O)C(F)(F)F)S(=O)(=O)C(F)(F)F.C[N+]1(CCCC1)CCCCCC[N+]1(CCCC1)C.[N-](S(=O)(=O)C(F)(F)F)S(=O)(=O)C(F)(F)F